NC1=NC=NN2C1=CC=C2[C@@]2(O[C@@H]([C@H]([C@H]2OCC2=CC=CC=C2)OCC2=CC=CC=C2)COCC2=CC=CC=C2)C#N (2R,3R,4R,5R)-2-(4-aminopyrrolo[2,1-f][1,2,4]triazin-7-yl)-3,4-bis(benzyloxy)-5-[(benzyloxy)methyl]tetrahydrofuran-2-carbonitrile